FC1=CC=C2C(=CC(N(C2=C1)C)=O)C 7-fluoro-1,4-dimethylquinolin-2(1H)-one